C1(CC1)C1=C2C(=NN1C)C(=C(S2)C2=NC(=NC=C2F)NC2=NC=C(C=C2)N2CC1(C2)CN(C1)CC)C 4-(3-Cyclopropyl-2,6-dimethyl-2H-thieno[3,2-c]pyrazol-5-yl)-N-(5-(6-ethyl-2,6-diazaspiro[3.3]heptan-2-yl)pyridin-2-yl)-5-fluoropyrimidin-2-amine